4-(2-(2,4-difluorophenoxy)-5-(ethylsulfonamido)phenyl)-2,6-lutidine 1-oxide FC1=C(OC2=C(C=C(C=C2)NS(=O)(=O)CC)C=2C=C([N+](=C(C2)C)[O-])C)C=CC(=C1)F